BrC1=CC=C(C=C1)[C@]12[C@](C3=C(C=NC=C3OC)O1)([C@@H]([C@@H]([C@H]2C2=CC=CC=C2)C(=O)N2CCCCC2)O)O |r| rac-((4bS,5R,6R,7S,7aR)-7a-(4-bromophenyl)-4b,5-dihydroxy-4-methoxy-7-phenyl-4b,6,7,7a-tetrahydro-5H-cyclopenta[4,5]furo[2,3-c]pyridin-6-yl)(piperidin-1-yl)methanone